3-iodo-5-propan-2-yl-1H-pyrazole IC1=NNC(=C1)C(C)C